acetyl-sodium chloride [Cl-].C(C)(=O)[Na]